S1C(=CC=C1)C=CC(=O)O.C1CSS1 ethylene disulfide thiolacrylate